rel-tert-butyl N-[3-methyl-5-[[2-[(2S,5R)-5-methyl-2-(6-methyl-3-pyridyl)-1-piperidyl]-2-oxo-acetyl]amino]-2-pyridyl]carbamate CC=1C(=NC=C(C1)NC(C(=O)N1[C@@H](CC[C@H](C1)C)C=1C=NC(=CC1)C)=O)NC(OC(C)(C)C)=O |o1:12,15|